OCC1(CCN(CC1)C1=C(C=C2C(C(=CN(C2=N1)C1=C(C=C(C=C1F)F)F)C(=O)NC(C(F)(F)F)C(F)(F)F)=O)F)CO 7-[4,4-bis(hydroxymethyl)piperidin-1-yl]-6-fluoro-N-(1,1,1,3,3,3-hexafluoropropan-2-yl)-4-oxo-1-(2,4,6-trifluorophenyl)-1,4-dihydro-1,8-naphthyridine-3-carboxamide